CC[C@H](CC[C@@H](C)[C@H]1CC[C@@H]2[C@@]1(CC[C@H]3[C@H]2CC[C@@H]4[C@@]3(CC[C@@H](C4)O)C)C)C(C)C The molecule is a 3-hydroxy steroid that is 5alpha-stigmastane which is substituted at the 3beta position by a hydroxy group. It has a role as an anticholesteremic drug and a plant metabolite. It is a 3-hydroxy steroid and a member of phytosterols. It derives from a hydride of a 5alpha-stigmastane.